ClC1=CC=C(C=C1)C1=NOC(=N1)C(=O)NCC 3-(4-chlorophenyl)-N-ethyl-1,2,4-oxadiazole-5-carboxamide